O=C1NC(CCC1N1C(C2=CC=C(C=C2C1=O)N1CC(N(CC1)CCCCCCOC1CC(C1)OC1=NC=C(C=C1)C=1C=CC=2C3=C(N(C2C1)C)C=CN=C3)C(F)(F)F)=O)=O 2-(2,6-dioxopiperidin-3-yl)-5-(4-(6-((1r,3r)-3-((5-(5-methyl-5H-pyrido[4,3-b]indol-7-yl)pyridin-2-yl)oxy)cyclobutoxy)hexyl)-3-(trifluoromethyl)piperazin-1-yl)isoindoline-1,3-dione